2'-methoxy-[1,1'-biphenyl] COC1=C(C=CC=C1)C1=CC=CC=C1